BrC=1C(=C(C#N)C=C(C1)C(=O)C1=C(N=C2N1C=C(C=N2)C(F)(F)F)CC)O 3-bromo-5-(2-ethyl-6-(trifluoromethyl)imidazo[1,2-a]pyrimidin-3-carbonyl)-2-hydroxybenzonitrile